FC1=C(C(=O)O)C=CC(=C1)C1=NSC(N1)=O 2-fluoro-4-(5-oxo-4H-1,2,4-thiadiazol-3-yl)benzoic acid